C([C@@H]1[C@H]([C@@H]([C@H](C(O1)O)O)O)O[C@@H]2[C@@H]([C@H]([C@@H]([C@H](O2)COP(=O)(O)O)O)O)O)O The molecule is a maltose phosphate having a single monophosphate group placed at position 6'. It is a conjugate acid of a maltose 6'-phosphate(2-).